5-((1-(4-(trifluoromethyl)phenyl)-1H-pyrazol-4-yl)amino)pyridinecarbonitrile FC(C1=CC=C(C=C1)N1N=CC(=C1)NC=1C=CC(=NC1)C#N)(F)F